S=C/1NC(O\C1=C/C1=CC(=CC=C1)C(F)(F)F)=O (Z)-4-thioxo-5-(3-(trifluoromethyl)benzylidene)oxazolidin-2-one